ClC=1C=NN(C1C=1N=CC2=C(N1)C(=NN2C)CC2=CC=C(C=C2)C=2N(C=C(N2)C(F)(F)F)C)C(C)C 5-(4-chloro-1-isopropyl-1H-pyrazol-5-yl)-1-methyl-3-(4-(1-methyl-4-(trifluoromethyl)-1H-imidazol-2-yl)benzyl)-1H-pyrazolo[4,3-d]pyrimidine